5-(tert-butyl)-N-(4-(6-(4-fluorophenyl)pyrrolo[2,1-f][1,2,4]triazin-4-yl)-2-methylbenzyl)-1,2,4-oxadiazole-3-carboxamide C(C)(C)(C)C1=NC(=NO1)C(=O)NCC1=C(C=C(C=C1)C1=NC=NN2C1=CC(=C2)C2=CC=C(C=C2)F)C